COC1=CC=C(C=C1)CCCOC(CN2C=CN=C2)C3=CC=C(C=C3)OC The molecule is an ether that is 2-(1H-imidazol-1-yl)-1-(4-methoxyphenyl)ethanol in which the hydrogen of the hydroxy group has been substituted by a 3-(4-methoxyphenyl)propyl group. It has a role as a TRP channel blocker. It is a member of imidazoles, a monomethoxybenzene and an ether. It is a conjugate base of a SKF-96365 free base(1+).